C(C)(C)C1=CC(=NC=C1)O[C@@H]1[C@@H](CNCC1)C |r| (+/-)-4-Isopropyl-2-((cis-3-methylpiperidin-4-yl)oxy)pyridine